tert-Butyl (S)-2-amino-5-(4-(4-(3-(2,4-dihydroxy-5-isopropylphenyl)-5-(ethylcarbamoyl)-4H-1,2,4-triazol-4-yl)benzyl)piperidin-1-yl)-5-oxopentanoate N[C@H](C(=O)OC(C)(C)C)CCC(=O)N1CCC(CC1)CC1=CC=C(C=C1)N1C(=NN=C1C(NCC)=O)C1=C(C=C(C(=C1)C(C)C)O)O